OC1CN(CC1)S(=O)(=O)N1C(C(CCC1)C1=NN(C(=C1)SCC1=CC=CC=C1)C(C(COC)(C)C)=O)C 4-{[(3-{1-[(3-Hydroxypyrrolidin-1-yl)sulfonyl]-2-methylpiperidin-3-yl}-1-(3-methoxy-2,2-dimethylpropanoyl)-1H-pyrazol-5-yl)sulfanyl]methyl}benzol